C(C)[C@H]1[C@H](NC([C@H]1F)=O)COC1=NC=C(C2=CC(=C(C=C12)OC)C(=O)N)C1=NN(C=N1)C1CCC(CC1)CO 1-(((2S,3S,4S)-3-ethyl-4-fluoro-5-oxopyrrolidin-2-yl)methoxy)-4-(1-(4-(hydroxyl-methyl)cyclohexyl)-1H-1,2,4-triazol-3-yl)-7-methoxyisoquinoline-6-carboxamide